C1=C(C=CC2=CC=CC=C12)C(C)=O 1-(2-NAPHTHALENYL)ethanon